CC1=CC(=NC=C1C(NC1=NC(=CC=C1)C)=O)C1=NN2C(NC3=C(CC2)C=CC=C3)=C1C(=O)N 2-(4-methyl-5-((6-methylpyridin-2-yl)carbamoyl)pyridin-2-yl)-9,10-dihydro-4H-benzo[d]pyrazolo[1,5-a][1,3]diazepine-3-carboxamide